(S)-2-methoxy-N-(8'-(4-methyl-2-oxopyrrolidin-1-yl)-4'H-spiro[cyclopropane-1,5'-naphtho[2,1-d]isoxazol]-3'-yl)benzenesulfonamide COC1=C(C=CC=C1)S(=O)(=O)NC1=NOC2=C1CC1(C3=CC=C(C=C32)N3C(C[C@@H](C3)C)=O)CC1